1,2-bis(9-acridinyl)ethane C1=CC=CC2=NC3=CC=CC=C3C(=C12)CCC=1C2=CC=CC=C2N=C2C=CC=CC12